2-({3,5-dicyano-4-cyclopropyl-6-[4-(morpholin-4-yl)piperidin-1-yl]Pyridin-2-yl}sulfanyl)-2-phenylacetamide C(#N)C=1C(=NC(=C(C1C1CC1)C#N)N1CCC(CC1)N1CCOCC1)SC(C(=O)N)C1=CC=CC=C1